(2R,4R)-5-(3-Chlorobiphenyl-4-yl)-2-hydroxy-4-(oxalylamino)pentanoic Acid C1=CC=C(C=C1)C2=CC(=C(C=C2)C[C@H](C[C@H](C(=O)O)O)NC(=O)C(=O)O)Cl